4-(methylsulfonylamino)benzamide tert-butyl-(2S,4S)-4-(7-bromo-8-chloro-6-fluoro-4-(2-methylpyridin-3-yl)-1H-imidazo[4,5-c]quinolin-1-yl)-2-(cyanomethyl)piperidine-1-carboxylate C(C)(C)(C)OC(=O)N1[C@@H](C[C@H](CC1)N1C=NC=2C(=NC=3C(=C(C(=CC3C21)Cl)Br)F)C=2C(=NC=CC2)C)CC#N.CS(=O)(=O)NC2=CC=C(C(=O)N)C=C2